N,N'-bis[2-[[8-(1-octylnonylamino)-8-oxo-octyl]-[6-oxo-6-(undecylamino)hexyl]amino]ethyl]butanediamide C(CCCCCCC)C(CCCCCCCC)NC(CCCCCCCN(CCNC(CCC(=O)NCCN(CCCCCC(=O)NCCCCCCCCCCC)CCCCCCCC(NC(CCCCCCCC)CCCCCCCC)=O)=O)CCCCCC(NCCCCCCCCCCC)=O)=O